fluoro-1-(4-fluorophenyl)quinoxaline-2,3(1H,4H)-dione FN1C(C(N(C2=CC=CC=C12)C1=CC=C(C=C1)F)=O)=O